FC1(CN(C1)C1=CC(=NC=C1)N1N=CC(=C1)S(=O)(=O)NC=1C=CC=C2C=NN(C12)C)F 1-(4-(3,3-DIFLUOROAZETIDIN-1-YL)PYRIDIN-2-YL)-N-(1-METHYL-1H-INDAZOL-7-YL)-1H-PYRAZOLE-4-SULFONAMIDE